[Ag].[Se] selenium-silver